5-cyclopropyl-2-(4-(2,6-difluorophenoxy)-3-isopropoxy-5-methyl-1H-pyrazol-1-yl)-3-fluoropyridin C1(CC1)C=1C=C(C(=NC1)N1N=C(C(=C1C)OC1=C(C=CC=C1F)F)OC(C)C)F